FC1(CN(CC1)C1=NC=CC(=C1NC(C1=CN=C(C=C1)F)=O)I)F N-(2-(3,3-difluoropyrrolidin-1-yl)-4-iodopyridin-3-yl)-6-fluoronicotinamide